(M)-7-(4-(4-(aminomethyl)-8-ethoxy-1-oxo-1,2-dihydrophthalazin-6-yl)-1-methyl-1H-pyrazol-5-yl)-3-chloro-6-fluoro-5-methylquinoline-8-carbonitrile NCC1=NNC(C2=C(C=C(C=C12)C=1C=NN(C1C1=C(C(=C2C=C(C=NC2=C1C#N)Cl)C)F)C)OCC)=O